CN(C(=N)N[N+](=O)[O-])N=O N-methyl-N'-nitronitrosoguanidine